ClC1=CC=C(C=C1)C1=CNC(N1CC(=O)O)=O 2-(5-(4-Chlorophenyl)-2-oxo-2,3-dihydro-1H-imidazol-1-yl)acetic acid